(S)-N-((S)-1-(5-(2-Methoxychinolin-3-yl)-1H-imidazol-2-yl)-7-oxononyl)-6-oxaspiro[2.5]octan-1-carboxamid COC1=NC2=CC=CC=C2C=C1C1=CN=C(N1)[C@H](CCCCCC(CC)=O)NC(=O)[C@H]1CC12CCOCC2